FC=1C=C(C#N)C=CC1CNOC 3-fluoro-4-((methoxyamino)methyl)benzonitrile